2-(8-(5-(3,5-difluorophenyl)-4,5-dihydro-1H-pyrazole-1-carbonyl)-5-aza-spiro[2.5]oct-5-yl)pyrimidine-4-carbonitrile FC=1C=C(C=C(C1)F)C1CC=NN1C(=O)C1CCN(CC12CC2)C2=NC=CC(=N2)C#N